The molecule is a member of the class of a xanthenes that is 9H-xanthene substituted by hydroxy groups at positions 1 and 3, a 2-hydroxybenzyl group at position 2 and a 3-phenylpropanoyl group at position 4. Isolated from the roots of Uvaria acuminata, it exhibits potent cytotoxicity against human promyelocytic leukemia HL-60 cells. It has a role as a metabolite and an antineoplastic agent. It is a member of dihydrochalcones, a polyphenol and a member of xanthenes. C1C2=CC=CC=C2OC3=C(C(=C(C(=C31)O)CC4=CC=CC=C4O)O)C(=O)CCC5=CC=CC=C5